4-hydroxy-N-((S)-1-(4-(4-methylthiazol-5-yl)phenyl)ethyl)pyrrolidine OC1CCN(C1)[C@@H](C)C1=CC=C(C=C1)C1=C(N=CS1)C